ClC1=NC(=C(C(=N1)C(=O)[O-])Cl)N[C@@H](COCC1OC1)C.[Li+] Lithium 2,5-dichloro-6-((R)-1-methyl-2-oxiranylmethoxy-ethylamino)-pyrimidine-4-carboxylate